C(CC)C(C(=O)O)C(CC(=O)O)CCC 2,3-dipropylglutaric acid